tert-Butyl (S)-3-(2-bromopyrazolo[1,5-a]pyrimidin-7-yl)piperidine-1-carboxylate BrC1=NN2C(N=CC=C2[C@@H]2CN(CCC2)C(=O)OC(C)(C)C)=C1